CC(C=C)(C=CC=C(C=CC1=C(CCCC1(C)C)C)C)O 3,7-dimethyl-9-(2,6,6-trimethyl-1-cyclohexenyl)-1,4,6,8-nonatetraen-3-ol